3-ethyl-7-((4-(8-(methylamino)imidazo[1,2-a]pyrazin-2-yl)-3,6-dihydropyridin-1(2H)-yl)methyl)-1,5-naphthyridin-2(1H)-one C(C)C=1C(NC2=CC(=CN=C2C1)CN1CCC(=CC1)C=1N=C2N(C=CN=C2NC)C1)=O